N,N'-bis(2,2,6,6-tetramethylpiperidyl)hexanediamine CC1(N(C(CCC1)(C)C)NC(CCCCC)NN1C(CCCC1(C)C)(C)C)C